(S)-1-(tert-butylamino)-7-(piperidin-3-ylamino)-2,6-naphthyridine-3-carbonitrile C(C)(C)(C)NC1=NC(=CC2=CN=C(C=C12)N[C@@H]1CNCCC1)C#N